CN(C(=O)C=1ON=C2C1CN(CC2)C(=O)C=2NC1=CC=CC=C1C2)C2(CC2)C2=CC=C(C(=O)O)C=C2 4-{1-[N-methyl-5-(1H-indole-2-carbonyl)-4H,5H,6H,7H-[1,2]oxazolo[4,3-c]pyridine-3-amido]cyclopropyl}benzoic acid